4-(2-(2,4-difluorophenoxy)-5-(ethylsulfonylamino)phenyl)-2-methyl-6-(trifluoromethyl)pyridine 1-oxide FC1=C(OC2=C(C=C(C=C2)NS(=O)(=O)CC)C2=CC(=[N+](C(=C2)C(F)(F)F)[O-])C)C=CC(=C1)F